C1=CC=C2C(=C1)C(=CN2)C[C@@H](C(=O)O)NC(=O)CNC(=O)[C@H](CCC(=O)O)N The molecule is a tripeptide composed of L-glutamic acid, glycine and L-tryptophan joined in sequence by peptide linkages. It has a role as a metabolite. It derives from a L-glutamic acid, a glycine and a L-tryptophan.